(1-(7-((allyloxy)carbonyl)naphthalen-2-yl)ethyl)phosphonic acid C(C=C)OC(=O)C1=CC=C2C=CC(=CC2=C1)C(C)P(O)(O)=O